C(C)(=O)C1=C(C2=C(N=C(N=C2)NC2=NC=C(C=C2)C2CCN(CC2)CC2=CC=C(C=C2)[C@@H](C)Cl)N(C1=O)C1CCCC1)C (R)-6-acetyl-2-((5-(1-(4-(1-chloroethyl)benzyl)piperidin-4-yl)pyridin-2-yl)amino)-8-cyclopentyl-5-methylpyrido[2,3-d]pyrimidin-7(8H)-one